O[C@@H]1CC[C@H](CC1)C(=O)O (trans)-4-hydroxycyclohexanecarboxylic acid